1-[3-(4-hydroxyphenyl)-1,2,4-oxadiazol-5-yl]-N-([1-[(4-methylphenyl)methyl]pyrrolidin-3-yl]methyl)piperidine-4-carboxamide OC1=CC=C(C=C1)C1=NOC(=N1)N1CCC(CC1)C(=O)NCC1CN(CC1)CC1=CC=C(C=C1)C